COCCOCP(OCC)(OCC)=O diethyl (2-methoxyethoxy)methylphosphonate